6-Chloro-3-(5-methylisoxazol-3-yl)[1,2,4]triazolo[4,3-a]pyridine ClC=1C=CC=2N(C1)C(=NN2)C2=NOC(=C2)C